N[C@H]1C[C@H](CC1)C1(NC=C2C=C(N=C(C2=C1)NC(C)C)C(F)F)N 7-((1S,3R)-3-aminocyclopentyl)-3-(difluoromethyl)-N1-isopropyl-2,6-naphthyridine-1,7-diamine